1-[(7R,14R)-1-(difluoromethoxy)-11-[2-(2-hydroxypropan-2-yl)pyrimidin-5-yl]-5-methyl-5,14-dihydro-7,14-methanobenzimidazo[1,2-b][2,5]benzodiazocin-6(7H)-yl]ethanone FC(OC1=CC=CC=2C(N([C@H]3C=4N([C@@H](C21)C3)C3=C(N4)C=CC(=C3)C=3C=NC(=NC3)C(C)(C)O)C(C)=O)C)F